C(C1=CC=CC=C1)OC1=NC(=NC=2CCCCC12)SC 4-benzyloxy-2-methylsulfanyl-5,6,7,8-tetrahydroquinazoline